2-(((5-(tert-butyl)-6-chloro-1H-indazol-3-yl)amino)methyl)-4-chloro-N-((3R,4R)-4-ethylpyrrolidin-3-yl)-N,1-dimethyl-1H-imidazole-5-carboxamide C(C)(C)(C)C=1C=C2C(=NNC2=CC1Cl)NCC=1N(C(=C(N1)Cl)C(=O)N(C)[C@H]1CNC[C@H]1CC)C